C1=C2C3=C(C(=C(C=C3OC2=C(C(=C1Cl)O)Cl)Cl)Cl)Cl The molecule is a member of the class of dibenzofurans that is dibenzo[b,d]furan substituted by a hydroxy group at position 3 and chloro groups at positions 2, 4, 7, 8 and 9 respectively. It is a member of dibenzofurans, an organochlorine compound and a member of phenols. It derives from a hydride of a dibenzofuran.